tert-butyl (3-((5-amino-2-bromopyridin-4-yl)amino)-5-((tert-butyldimethylsilyl) oxy)cyclohexyl)carbamate NC=1C(=CC(=NC1)Br)NC1CC(CC(C1)O[Si](C)(C)C(C)(C)C)NC(OC(C)(C)C)=O